2-acetyl-3-methylisoindol-1-one C(C)(=O)N1C(C2=CC=CC=C2C1C)=O